N-(4-(3-amino-7-(thiazolo[5,4-b]pyridin-2-yl)-1H-pyrazolo[4,3-c]pyridin-4-yl)benzyl)-5-fluoro-2-methoxybenzamide NC1=NNC2=C1C(=NC=C2C=2SC1=NC=CC=C1N2)C2=CC=C(CNC(C1=C(C=CC(=C1)F)OC)=O)C=C2